Hydromorphone Monohydrate O.C1=CC(O)=C2C=3[C@@]45[C@@H](O2)C(=O)CC[C@H]4[C@@H](CC13)N(C)CC5